t-butyl peroxyperoxyisobutyrate tert-butyl-peroxybenzoate C(C)(C)(C)OOC(C1=CC=CC=C1)=O.C(C(C)C)(=O)OOOC(C)(C)C